ClC1=CC=CC(=N1)[C@@H](CC=C)N[S@@](=O)C(C)(C)C (S)-N-[(1R)-1-(6-chloropyridin-2-yl)but-3-en-1-yl]2-methylpropane-2-sulfinamide